N(C(=O)N)CCC[Si](OCCC)(OCCC)OCCC gamma-ureidopropyl-tripropoxysilane